CN1C(=NC=2C1=NC=C(N2)C(=O)N2C[C@H]1C([C@H]1C2)COC2=NC(=CC=C2)C(F)(F)F)C2CCN(CC2)C(C)=O 1-(4-(1-methyl-5-((1R,5S,6r)-6-(((6-(trifluoromethyl)pyridin-2-yl)oxy)methyl)-3-azabicyclo[3.1.0]hexane-3-carbonyl)-1H-imidazo[4,5-b]pyrazin-2-yl)piperidin-1-yl)ethan-1-one